CC(C(NCCN)(C)C)C(N)(C)C pentamethyl-(3-aminopropyl)ethylenediamine